N-(((2-((7-(difluoromethyl)-5-(isopropylamino)-2,6-naphthyridin-3-yl)amino)pyridin-4-yl)methyl)(methyl)-λ4-sulfaneylidene)-2,2,2-trifluoroacetamide FC(C1=NC(=C2C=C(N=CC2=C1)NC1=NC=CC(=C1)CS(=NC(C(F)(F)F)=O)C)NC(C)C)F